FC=1C=C2C(NC=3CCCC(C3C2=CC1)=O)=O 8-fluoro-2,3,4,5-tetrahydrophenanthridine-1,6-dione